2-(4'-methyl phenyl)-1,4-phenylene ether CC1=CC=C(C=C1)C1=C2C=CC(=C1)O2